O[C@@H]1[C@@H]([C@H](CC1)N1C(C(=CC2=C1N=C(N=C2)NC2(CCN(CC2)S(=O)(=O)C)[2H])C([2H])(F)F)=O)C (+)-8-((1S,2R,3S)-3-hydroxy-2-methylcyclopentyl)-6-(difluoromethyl-d)-2-((1-(methylsulfonyl)piperidin-4-yl-4-d)-amino)pyrido[2,3-d]pyrimidin-7(8H)-one